N-(3-amino-4-methylphenyl)-2-(6-(trifluoromethyl)pyridin-2-yl)acetamide NC=1C=C(C=CC1C)NC(CC1=NC(=CC=C1)C(F)(F)F)=O